ethyl 2,2-difluoro-2-(4-(trifluoromethyl)phenyl)acetate FC(C(=O)OCC)(C1=CC=C(C=C1)C(F)(F)F)F